C(=CCCCC)OC=1C(C(=O)O)=CC=CC1.OC1=C(C(=O)OCC\C=C/CC)C=CC=C1 (Z)-hex-3-en-1-yl 2-hydroxybenzoate (Hexenyl-3-Cis-Salicylate)